C(N)(OCC(CC(C)C)NC1=NC(=NC=C1Br)Cl)=O 2-[(5-bromo-2-chloro-pyrimidin-4-yl)amino]-4-methyl-pentyl carbamate